8-methyl-6-(trifluoromethyl)-9H-pyrido[4',3':4,5]pyrrolo[2,3-d]pyrimidin-4-amine CC1=NC(=CC2=C1NC=1N=CN=C(C12)N)C(F)(F)F